(4aR,8aS)-6-[3-[2-(4-Cyclopropylphenyl)ethynyl]azetidine-1-carbonyl]-4,4a,5,7,8,8a-hexahydropyrido[4,3-b][1,4]oxazin-3-one C1(CC1)C1=CC=C(C=C1)C#CC1CN(C1)C(=O)N1C[C@@H]2[C@@H](OCC(N2)=O)CC1